3,4-diaminophenylacetic acid NC=1C=C(C=CC1N)CC(=O)O